C(C)N(CCCNC(=O)C1=CC2=C(N3C(S2)=NC(=C3)C3=C(C=C(C=C3)C3COC3)F)C=C1)CC N-(3-(diethylamino)propyl)-2-(2-fluoro-4-(oxetan-3-yl)phenyl)benzo[d]imidazo[2,1-b]thiazole-7-carboxamide